tert-butyl {3-[({4-[(3-chloro-1-{[2-(trimethylsilyl)ethoxy]methyl}-1H-pyrrolo[2,3-b]pyridin-4-yl)oxy]-3,5-difluorophenyl}carbamothioyl)amino]-2,2-dimethylpropyl}carbamate ClC1=CN(C2=NC=CC(=C21)OC2=C(C=C(C=C2F)NC(=S)NCC(CNC(OC(C)(C)C)=O)(C)C)F)COCC[Si](C)(C)C